C(#N)[C@H](C)NC(C1=CC=C(C=C1)C1=NC(=NC=C1C)NC=1C=NN(C1)C1CCC(CC1)F)=O N-((S)-1-cyanoethyl)-4-(2-((1-((1s,4s)-4-fluorocyclohexyl)-1H-pyrazol-4-yl)amino)-5-methylpyrimidin-4-yl)benzamide